2-(4-Fluoro-1-cyclopropylpiperidin-4-yl)-6-(8-fluoro-2-methylimidazo[1,2-a]pyridin-6-yl)quinazoline-4(3H)-one FC1(CCN(CC1)C1CC1)C1=NC2=CC=C(C=C2C(N1)=O)C=1C=C(C=2N(C1)C=C(N2)C)F